N-phenyl-4-(1-phenylnaphthalen-6-yl)-aniline C1(=CC=CC=C1)NC1=CC=C(C=C1)C=1C=C2C=CC=C(C2=CC1)C1=CC=CC=C1